C(C)(C)NC=1N=C(C2=C(N1)C=CC=N2)NCC2=CC=C(C=C2)C(F)(F)F N2-isopropyl-N4-(4-(trifluoromethyl)benzyl)pyrido[3,2-d]pyrimidine-2,4-diamine